(Z)-styrylboronic acid C(=C/C1=CC=CC=C1)/B(O)O